ClC(C1=NC(=NO1)C1=CC=C(CP(NC2=CC=C(C=C2)Cl)(=O)C)C=C1)(F)F P-(4-(5-(chlorodifluoromethyl)-1,2,4-oxadiazol-3-yl)benzyl)-N-(4-chlorophenyl)-P-methylphosphinic amide